C(C1=CC=CC=C1)OC1=NC(=CC=C1C1=CC=C(C=C1)N1CCC(CC1)=O)OCC1=CC=CC=C1 1-(4-(2,6-bis(benzyloxy)pyridin-3-yl)phenyl)piperidin-4-one